N-(tert-butoxycarbonyl)-N-[2-(2-methoxyethoxy)ethyl]glycine benzyl ester C(C1=CC=CC=C1)OC(CN(CCOCCOC)C(=O)OC(C)(C)C)=O